ClC1=C(C=C(C(=N1)I)C[C@@H](C(C)(C)C)NC(OC(C)(C)C)=O)O tert-butyl (S)-(1-(6-chloro-5-hydroxy-2-iodopyridin-3-yl)-3,3-dimethylbutan-2-yl)carbamate